The molecule is a primary amino compound consisting of ethylamine having a 4-methoxyphenyl substituent at the 2-position. It derives from a hydride of a 2-phenylethylamine. COC1=CC=C(C=C1)CCN